1-(undeca-1,9-dien-1-yloxy)undeca-1,9-diene C(=CCCCCCCC=CC)OC=CCCCCCCC=CC